tert-Butyl (S)-2-cyano-4-(2-(1-isopropyl-3-(trifluoromethyl)-1H-pyrazol-4-yl)phenyl)-4,7-dihydrothieno[2,3-c]pyridine-6(5H)-carboxylate C(#N)C1=CC2=C(CN(C[C@H]2C2=C(C=CC=C2)C=2C(=NN(C2)C(C)C)C(F)(F)F)C(=O)OC(C)(C)C)S1